N-(fluorosulfonyl)-N-(pentafluoroethylsulfonyl)amide ammonium salt [NH4+].FS(=O)(=O)[N-]S(=O)(=O)C(C(F)(F)F)(F)F